O[C@@H]1C[C@H](NC1)C(=O)NCCCNC(C1=C(C=C(C=C1)NC=1C=2N(C=CN1)C(=CN2)C=2C(=NNC2)C(F)(F)F)C)=O (2S,4R)-4-hydroxy-N-[3-[[2-methyl-4-[[3-[3-(trifluoromethyl)-1H-pyrazol-4-yl]imidazo[1,2-a]pyrazin-8-yl]amino]benzoyl]amino]propyl]pyrrolidine-2-carboxamide